(2S,4R)-1-(tert-Butoxycarbonyl)-4-chloropyrrolidine-2-carboxylic acid C(C)(C)(C)OC(=O)N1[C@@H](C[C@H](C1)Cl)C(=O)O